14-hexadecanol CCCCCCCCCCCCCC(CC)O